tert-butyl 4-{4-[6-(2-ethenyl-6-fluoro-3-{[(3R)-3-fluoropyrrolidin-1-ylsulfonyl]amino}phenoxy)-4-oxoquinazolin-3-yl]phenyl}piperazine-1-carboxylate C(=C)C1=C(OC=2C=C3C(N(C=NC3=CC2)C2=CC=C(C=C2)N2CCN(CC2)C(=O)OC(C)(C)C)=O)C(=CC=C1NS(=O)(=O)N1C[C@@H](CC1)F)F